FC1=C(C=C(C=C1)NC(N([C@H](C)C1=CNC(C2=CC=CC=C12)=O)C)=O)C (R)-3-(4-fluoro-3-methylphenyl)-1-methyl-1-(1-(1-oxo-1,2-dihydroisoquinolin-4-yl)ethyl)urea